FC1=C(C(=NN1C)C)C(=O)NC1=C(C=CC=C1)C(C)CC(C)C 5-fluoro-1,3-dimethyl-N-[2-(4-methylpentan-2-yl)phenyl]pyrazole-4-carboxamide